(2R)-2-amino-3-(3-fluoro-5-(pentan-2-yl)benzamido)propanoic acid N[C@@H](C(=O)O)CNC(C1=CC(=CC(=C1)C(C)CCC)F)=O